2-((((9H-fluoren-9-yl)methoxy)carbonyl)amino)-3-(4-(tert-butoxycarbonyl)phenyl)-3-hydroxypropanoic acid C1=CC=CC=2C3=CC=CC=C3C(C12)COC(=O)NC(C(=O)O)C(O)C1=CC=C(C=C1)C(=O)OC(C)(C)C